NC1=C2C(=NC=N1)N(N=C2C(=O)NC2=CC=C(C=C2)COC)C2CCC2 4-amino-1-cyclobutyl-N-(4-(methoxymethyl)phenyl)-1H-pyrazolo[3,4-d]pyrimidine-3-carboxamide